5,6,7,8-tetrahydro-2,6-naphthyridin-1(2H)-one C1(NC=CC=2CNCCC12)=O